O1C(CCCC1)N1N=CC2=C(C(=CC=C12)CO)C1CCN(CC1)C=1C=C(C=CC1)C (1-(tetrahydro-2H-pyran-2-yl)-4-(1-(m-Tolyl)piperidin-4-yl)-1H-indazol-5-yl)methanol